methyl 2-bromo-5-[(4-hydroxycyclohexanecarbonyl)amino]-4-iodo-benzoate BrC1=C(C(=O)OC)C=C(C(=C1)I)NC(=O)C1CCC(CC1)O